NC=1C2=C(N=CN1)N(C=C2)[C@@H]2O[C@@H]([C@H]([C@H]2O)O)CSCC=2C(=NC=NC2C2=CC=CC=C2)OC (2R,3R,4S,5S)-2-(4-Amino-7H-pyrrolo[2,3-d]pyrimidin-7-yl)-5-((((4-methoxy-6-phenylpyrimidin-5-yl)methyl)thio)methyl)tetrahydrofuran-3,4-diol